C1(=CC=CC=C1)[C@H](C)NC(=O)[C@H]1CC12CCN(CC2)C(=O)OC(C)(C)C tert-butyl (1S)-1-[[(1S)-1-phenylethyl]carbamoyl]-6-azaspiro[2.5]octane-6-carboxylate